C12CN(CC2C1)CC1=CC(=C2CN(C(C2=C1)=O)C1=NC(=CC(=C1)C1=C(C=C(C#N)C=C1)C1=NN=CN1C)C1CC1)F 4-[2-(6-{3-azabicyclo[3.1.0]hexane-3-ylmethyl}-4-fluoro-1-oxo-3H-isoindol-2-yl)-6-cyclopropylpyridin-4-yl]-3-(4-methyl-1,2,4-triazol-3-yl)benzonitrile